[Si]([O-])([O-])([O-])[O-].[Al+3].[Mg+2] magnesium aluminium silicate